ClC=1C=C(C=C(C1OC1=CN(C(C(=C1)Cl)=O)C1CCCC1)Cl)N1N=C(C(NC1=O)=O)C#N 2-(3,5-dichloro-4-[(5-chloro-1-Cyclopentyl-6-oxo-1,6-dihydropyridin-3-yl)oxy]phenyl)-3,5-dioxo-2,3,4,5-tetrahydro-1,2,4-Triazine-6-carbonitrile